FC=1C(=C(C=CC1F)[C@H]1[C@@H](O[C@]([C@H]1C)(C(F)(F)F)C)C1=CC(C(=C(N1)C)C(C)C)=O)OC 6-((2R,3S,4S,5R)-3-(3,4-difluoro-2-methoxyphenyl)-4,5-dimethyl-5-(trifluoromethyl)tetrahydrofuran-2-yl)-3-isopropyl-2-methylpyridin-4(1H)-one